6-bromo-3-(bromomethyl)-2-fluoropyridine BrC1=CC=C(C(=N1)F)CBr